3-hydroxy-2,2-dimethyl-propanoic acid OCC(C(=O)O)(C)C